NC(=O)NS(=O)(=O)C1=C(C=CC=C1)C N-(aminocarbonyl)-2-methylbenzenesulfonamide